6-(methanesulfonylmethyl)-5-methyl-N-(7-{8-methyl-1H,2H,3H-pyrido[2,3-b][1,4]oxazin-7-yl}-5H,6H,7H,8H-pyrido[3,4-d]pyrimidin-2-yl)pyridin-3-amine CS(=O)(=O)CC1=C(C=C(C=N1)NC=1N=CC2=C(N1)CN(CC2)C2=C(C1=C(OCCN1)N=C2)C)C